N1CCC(CC1)CO piperidine-4-methanol